N1N=NC2=C1C=CC(=C2)C(=O)NCOC(=O)N2C1CCC(C2)C1 ((1H-benzo[d][1,2,3]triazole-5-carboxamido) methyl)-2-azabicyclo[2.2.1]heptane-2-carboxylate